(R)-1-(2-(5-(1-(3,5-dichloropyridin-4-yl)ethoxy)-1H-indazol-3-yl)-4,6-dihydropyrrolo[3,4-d]imidazol-5(1H)-yl)-2-(dimethylamino)ethan-1-one ClC=1C=NC=C(C1[C@@H](C)OC=1C=C2C(=NNC2=CC1)C1=NC2=C(N1)CN(C2)C(CN(C)C)=O)Cl